di(dimethylamino)methylsilane CN(C)C(N(C)C)[SiH3]